F[C@@H]1CN(CC1)C1=NC=CC(=C1C1=NC2=C(CN(CC2)C)N1)C1=CC=CC=C1 (S)-2-(2-(3-fluoropyrrolidin-1-yl)-4-phenylpyridin-3-yl)-5-methyl-4,5,6,7-tetrahydro-3H-imidazo[4,5-c]pyridine